5-(2-fluorophenyl)-6-(3-fluoropyridin-4-yl)-N-[3-(propan-2-yl)-1H-1,2,4-triazol-5-yl]-1,2,4-triazin-3-amine FC1=C(C=CC=C1)C=1N=C(N=NC1C1=C(C=NC=C1)F)NC1=NC(=NN1)C(C)C